2-fluoro-4-(((3S,4R)-4-hydroxy-4-(hydroxymethyl)-1-((6-(trifluoromethyl)pyridin-3-yl)sulfonyl)pyrrolidin-3-yl)oxy)-5-(2,2,2-trifluoroethoxy)benzonitrile FC1=C(C#N)C=C(C(=C1)O[C@H]1CN(C[C@]1(CO)O)S(=O)(=O)C=1C=NC(=CC1)C(F)(F)F)OCC(F)(F)F